C(N)(OC[C@@H](C1=CC=C(C=C1)S(=O)(=O)CC)NC(C1=CN=C(C(=C1)Cl)N1C(CCC1)C1=CC(=CC=C1)F)=O)=O (2R)-2-(5-chloro-6-(2-(3-fluorophenyl)pyrrolidin-1-yl)nicotinamido)-2-(4-(ethylsulfonyl)phenyl)ethyl carbamate